C(C)(C)(C)OC(CN1CCN(CC1)C1=CC=C(C=C1)C1=C(N=NC(=C1)C1=C(C=CC=C1)O)OC)=O.FC1=C(C(=CC(=C1F)F)F)[B-](C1=C(C(=C(C=C1F)F)F)F)(C1=C(C(=C(C=C1F)F)F)F)C1=C(C(=C(C=C1F)F)F)F.C(CCC)[NH3+] N-butylammonium tetrakis(2,3,4,6-tetrafluorophenyl)borate tert-butyl-2-(4-(4-(6-(2-hydroxyphenyl)-3-methoxypyridazin-4-yl)phenyl)piperazin-1-yl)acetate